7-chloro-4-(1-(6-chloronicotinoyl)piperidin-4-yl)-1-methyl-1,4-dihydropyrido[2,3-b]pyrazine-2,3-dione ClC1=CC2=C(N(C(C(N2C)=O)=O)C2CCN(CC2)C(C2=CN=C(C=C2)Cl)=O)N=C1